(1r,4r)-4-(3-chloroanilino)-2'-{methyl[2-(pyridin-4-yl)ethyl]carbamoyl}-2',3'-dihydrospiro[cyclohexane-1,1'-indene]-4-carboxylic acid ClC=1C=C(NC2(CCC3(C(CC4=CC=CC=C34)C(N(CCC3=CC=NC=C3)C)=O)CC2)C(=O)O)C=CC1